6-Methoxy-N-(4-ethylphenyl)-2-(trifluoromethyl)-1H-imidazo[4,5-b]pyrazin-5-amin COC1=C(N=C2C(=N1)NC(=N2)C(F)(F)F)NC2=CC=C(C=C2)CC